4-(2-amino-3-isopropylphenyl)pyridinecarbonitrile NC1=C(C=CC=C1C(C)C)C1=CC(=NC=C1)C#N